N-(2-(dimethylamino)-2-(thiophen-3-yl)ethyl)-5-methylisoindoline-2-carboxamide CN(C(CNC(=O)N1CC2=CC=C(C=C2C1)C)C1=CSC=C1)C